N-(2-(2-(2-(2-azidoethoxy)ethoxy)ethoxy)ethyl)-2-nitrobenzenesulfonamide N(=[N+]=[N-])CCOCCOCCOCCNS(=O)(=O)C1=C(C=CC=C1)[N+](=O)[O-]